ClC=1C(=C(C=CC1F)N(C(=O)[C@@H]1N(C(NC1)=O)C1=CC(=C2C(=N1)[C@](CC2)(C)O)C(F)(F)F)C)F (R)-N-(3-Chloro-2,4-difluorophenyl)-3-((R)-7-hydroxyl-7-methyl-4-(trifluoromethyl)-6,7-dihydro-5H-cyclopenta[b]pyridin-2-yl)-N-methyl-2-oxoimidazolidine-4-carboxamide